[Gd+3].[O-2].[Gd+3].[O-2].[O-2] gadolinium oxide, gadolinium salt